Methyl 4-(4-hydroxybenzylideneamino)benzoate OC1=CC=C(C=NC2=CC=C(C(=O)OC)C=C2)C=C1